P(=O)([O-])([O-])[O-].[Na+].C(CCCCCCCCCCC)OOOOOC=C.[Na+].[Na+] Monon-dodecyloxytetraoxyethylene sodium phosphate